N1CC(C1)N1N=C2CN([C@H](CC2=C1)C)C(=O)OC(C)(C)C |r| tert-butyl (SR)-2-(azetidin-3-yl)-5-methyl-5,7-dihydro-4H-pyrazolo[3,4-c]pyridine-6-carboxylate